6-(pyrimidin-2-yl)-2,6-diazaspiro[3.3]Heptane-2-yl ketone N1=C(N=CC=C1)N1CC2(CN(C2)C(=O)N2CC3(C2)CN(C3)C3=NC=CC=N3)C1